C(C)(C)(C)N1N=CC(=C1)C1=CC=C(C=N1)CC=1C=C2C(N(C=NC2=C(C1C)C)[C@@H]1[C@H](COCC1)O)=O 6-((6-(1-(tert-butyl)-1H-pyrazol-4-yl)pyridin-3-yl)methyl)-3-((3R,4S)-3-hydroxytetrahydro-2H-pyran-4-yl)-7,8-dimethylquinazolin-4(3H)-one